methyl 3-acetyl-4-hydroxy-benzoate C(C)(=O)C=1C=C(C(=O)OC)C=CC1O